N-[5-(4,5-dihydro-3H-imidazol-2-yl)-3-fluorophenyl]-1-[(3-methoxyphenyl)amino]methanamide N1=C(NCC1)C=1C=C(C=C(C1)NC(=O)NC1=CC(=CC=C1)OC)F